9,9',9'',9'''-(4-(2,6-dimethylpyridin-4-yl)-6-(pyridin-2-yl)benzene-1,2,3,5-tetrayl)tetrakis(3-methyl-9H-carbazole) CC1=NC(=CC(=C1)C1=C(C(=C(C(=C1N1C2=CC=CC=C2C=2C=C(C=CC12)C)C1=NC=CC=C1)N1C2=CC=CC=C2C=2C=C(C=CC12)C)N1C2=CC=CC=C2C=2C=C(C=CC12)C)N1C2=CC=CC=C2C=2C=C(C=CC12)C)C